2-ethyl-hexylbiguanide C(C)C(CNC(=N)NC(=N)N)CCCC